FC(S(=O)(=O)OC1CC(C1)OC1CCN(CC1)C(=O)OC(C)(C)C)(F)F tert-butyl 4-((1s,3s)-3-(((trifluoromethyl)sulfonyl)oxy)cyclobutoxy)piperidine-1-carboxylate